N1=CN=CC2=C1CCN(C2)C(=O)[O-] 7,8-dihydropyrido[4,3-d]pyrimidine-6(5H)-carboxylate